COC(\C=C\CN(C)CCOCCOCCN(C(=O)OC(C)(C)C)C(=O)OC(C)(C)C)=O methyl-(E)-4-[2-[2-[2-[bis(tert-butoxycarbonyl)amino]ethoxy]ethoxy]ethyl-methyl-amino]but-2-enoate